ClC1=C(C=CC=C1)NC(=O)NC1=CC=C(C=C1)N1C2=C(NC(CC1=O)=O)C1=CC=CC=C1C=C2 1-(2-chlorophenyl)-3-[4-(2,4-dioxo-1,2,3,4-tetrahydronaphtho[1,2-b][1,4]diazepin-5-yl)phenyl]urea